2,5-dichloro-4,6-dimethyl-pyridine-3-carbonitrile ClC1=NC(=C(C(=C1C#N)C)Cl)C